dimethylphosphoramidic difluoride CN(P(=O)(F)F)C